N1N=CC(=C1)C1=CC=C(C=C1)C=1N=C(SC1)NC(CNC(OC(C)(C)C)=O)=O tert-butyl (2-((4-(4-(1H-pyrazol-4-yl)phenyl)thiazol-2-yl)amino)-2-oxoethyl)carbamate